6-chloro-3,7-dihydro-4H-pyrrolo[2,3-d]pyrimidin-4-one ClC1=CC2=C(N=CNC2=O)N1